2,2,4-Trimethyl-3-[(1Z,3Z)-3-methylpenta-1,3-dienyl]-7-propylchromen-5-ol CC1(OC=2C=C(C=C(C2C(=C1\C=C/C(=C\C)/C)C)O)CCC)C